Cl.N[C@H]1CCCC[C@@H]2[C@H](C[C@H](NC([C@H]3N(C1=O)C[C@H]1[C@@H]3C1(C)C)=O)C(=O)OC)C(NC2)=O Methyl (3aR,8S,11aS,12aR,12bS,15S,16aS)-8-amino-12,12-dimethyl-1,9,13-trioxoicosahydrocyclopropa[3,4]pyrrolo[1,2-a]pyrrolo[3,4-g][1,4]diazacyclotetradecine-15-carboxylate hydrochloride